ClC=1C(=C(CN2[C@@H](C[C@@](CC2)(C(=O)O)CC2=NC(=NC(=C2F)C2CC2)NC2=NNC(=C2)C)C)C=CC1)F (2R,4R)-1-(3-chloro-2-fluorobenzyl)-4-((6-cyclopropyl-5-fluoro-2-((5-methyl-1H-pyrazol-3-yl)amino)pyrimidin-4-yl)methyl)-2-methylpiperidine-4-carboxylic acid